5-(4-isopropyl-3-(5-(piperidin-4-yl)thiazol-2-yl)-1H-pyrazol-5-yl)-1,3,4-trimethylpyridin-2(1H)-one C(C)(C)C=1C(=NNC1C=1C(=C(C(N(C1)C)=O)C)C)C=1SC(=CN1)C1CCNCC1